6-(6-chloro-4-{3,8-diazabicyclo[3.2.1]oct-8-yl}-8-fluoro-2-{[(2S)-1-methylpyrrolidin-2-yl]methoxy}quinazolin-7-yl)-4-methyl-5-(trifluoromethyl)pyridin-2-amine ClC=1C=C2C(=NC(=NC2=C(C1C1=C(C(=CC(=N1)N)C)C(F)(F)F)F)OC[C@H]1N(CCC1)C)N1C2CNCC1CC2